N2-(2-(1-(Cyclopropylsulfonyl)-1H-pyrazol-4-yl)pyrimidin-4-yl)-N4-((1s,4s)-4-(2,2-difluoroethyl)cyclohexyl)-5-(1-(difluoromethyl)-1H-pyrazol-3-yl)pyridine-2,4-diamine C1(CC1)S(=O)(=O)N1N=CC(=C1)C1=NC=CC(=N1)NC1=NC=C(C(=C1)NC1CCC(CC1)CC(F)F)C1=NN(C=C1)C(F)F